NC1=C(C2=C(C(N1C1=C3C=NNC3=CC=C1C)=O)C(=C(S2)Cl)C)C(=O)N 6-amino-2-chloro-3-methyl-5-(5-methyl-1H-indazol-4-yl)-4-oxo-4,5-dihydrothieno[3,2-c]pyridine-7-carboxamide